CC1(CC1)C(=O)NC1=NC=C(C=C1)C1=NC(=NC=C1)NC=1C=NN(C1)C 1-methyl-N-(5-(2-((1-methyl-1H-pyrazol-4-yl)amino)pyrimidin-4-yl)pyridin-2-yl)cyclopropane-1-carboxamide